6-cyclopropyl-2-((2,3-dichlorophenyl)amino)nicotinonitrile C1(CC1)C1=NC(=C(C#N)C=C1)NC1=C(C(=CC=C1)Cl)Cl